(R)-(4,5-dichloro-1-((2-(trimethylsilyl)ethoxy)methyl)-1H-indol-2-yl)(3-hydroxypyrrolidin-1-yl)methanone ClC1=C2C=C(N(C2=CC=C1Cl)COCC[Si](C)(C)C)C(=O)N1C[C@@H](CC1)O